(R)-4-Acetyl-1-[7-(4-fluorobenzoyl)-8-methyl-3-(3-methyl-1,2,4-thiadiazol-5-yl)-5,6,7,8-tetrahydroimidazo[1,5-a]pyrazin-1-yl]piperazin-2-one C(C)(=O)N1CC(N(CC1)C=1N=C(N2C1[C@H](N(CC2)C(C2=CC=C(C=C2)F)=O)C)C2=NC(=NS2)C)=O